S1C2=C(C=C1)C=CC(=C2)CNC(=O)C=2N=NN(C2)CC=2N=C1N(C=C(C=C1)C1CC1)C2 N-(benzo[b]thiophen-6-ylmethyl)-1-((6-cyclopropylimidazo[1,2-a]pyridin-2-yl)methyl)-1H-1,2,3-triazole-4-carboxamide